6-chloro-3,4-diaminopyridine ClC1=CC(=C(C=N1)N)N